6-chloro-N-(4,4-difluorocyclohexyl)-2-(1H-pyrazol-1-yl)pyrimidin-4-amine ClC1=CC(=NC(=N1)N1N=CC=C1)NC1CCC(CC1)(F)F